butenoyl-oxybutyl-trimethyl-ammonium chloride [Cl-].C(C=CC)(=O)OCCCC[N+](C)(C)C